docosane-11,12-diol CCCCCCCCCCC(C(CCCCCCCCCC)O)O